FC1=C(OC2=NC=CC=N2)C(=CC(=C1)B1OC(C(O1)(C)C)(C)C)C 2-(2-fluoro-6-methyl-4-(4,4,5,5-tetramethyl-1,3,2-dioxaborolan-2-yl)phenoxy)pyrimidine